6-(1-(7-acryloyl-7-azaspiro[3.5]nonan-2-yl)-5-methyl-1H-pyrazol-4-yl)-4-(2-hydroxy-1-(isoquinolin-4-yl)ethoxy)pyrazolo[1,5-a]pyridine-3-carbonitrile C(C=C)(=O)N1CCC2(CC(C2)N2N=CC(=C2C)C=2C=C(C=3N(C2)N=CC3C#N)OC(CO)C3=CN=CC2=CC=CC=C32)CC1